Z-13-octadecenal C(CCCCCCCCCCC\C=C/CCCC)=O